CC1C(C(NC1)=O)C1=NNC=C1C#N 3-(4-methyl-2-oxopyrrolidin-3-yl)-1H-pyrazol-4-carbonitril